N-((1r,4r)-4-(3-chloro-4-cyanophenoxy)cyclohexyl)-6-(4-(4-(2-(2,6-dioxopiperidin-3-yl)benzyl)piperazin-1-yl)piperidin-1-yl)pyridazine-3-carboxamide ClC=1C=C(OC2CCC(CC2)NC(=O)C=2N=NC(=CC2)N2CCC(CC2)N2CCN(CC2)CC2=C(C=CC=C2)C2C(NC(CC2)=O)=O)C=CC1C#N